N-(1-([1,1'-biphenyl]-4-yl)-3-(4,4,5,5-tetramethyl-1,3,2-dioxaborolan-2-yl)propyl)pivaloamide Allyl-(S)-6-benzyl-2,2-dimethyl-4,7-dioxo-3,11,14,17-tetraoxa-5,8-diazaicosan-20-oate C(C=C)OC(CCOCCOCCOCCNC([C@@H](NC(OC(C)(C)C)=O)CC1=CC=CC=C1)=O)=O.C1(=CC=C(C=C1)C(CCB1OC(C(O1)(C)C)(C)C)NC(C(C)(C)C)=O)C1=CC=CC=C1